4-(1-(5-((dimethylamino)methyl)pyrimidin-2-yl)piperidin-4-yl)-1,7-dimethyl-1,4-dihydropyrido[2,3-b]pyrazine-2,3-dione CN(C)CC=1C=NC(=NC1)N1CCC(CC1)N1C2=C(N(C(C1=O)=O)C)C=C(C=N2)C